OC(C)N1CN(CN(C1)O)O hexahydro-1,3,5-trihydroxyethyl-s-triazine